ClC1=CC(=C(C(=C1)F)[C@@H](CC1=NC(=NC(=N1)N[C@@H](CO)CC(C)C)NS(=O)(=O)C)C)F N-(4-((R)-2-(4-chloro-2,6-difluorophenyl)propyl)-6-(((R)-1-hydroxy-4-methylpentan-2-yl)amino)-1,3,5-triazin-2-yl)methanesulfonamide